4-(5-(2-chlorophenoxy)-1H-pyrazolo[4,3-b]pyridin-1-yl)-N-methylthiophene-2-carboxamide ClC1=C(OC2=CC=C3C(=N2)C=NN3C=3C=C(SC3)C(=O)NC)C=CC=C1